N,N-dibenzyl-6-bromo-2-methoxy-pyridin-3-amine C(C1=CC=CC=C1)N(C=1C(=NC(=CC1)Br)OC)CC1=CC=CC=C1